(2-amino-5-(2-hydroxypropan-2-yl)phenyl)-3-pentanol NC1=C(C=C(C=C1)C(C)(C)O)CCC(CC)O